ClC1=C(C(=C2C=NN(C2=C1)C1OCCCC1)B1OC(C(O1)(C)C)(C)C)CCC=1N=C(OC1)C[C@@H]1CN(CCC1)C(=O)OC(C)(C)C tert-Butyl (3R)-3-((4-(2-(6-chloro-1-(tetrahydro-2H-pyran-2-yl)-4-(4,4,5,5-tetramethyl-1,3,2-dioxaborolan-2-yl)-1H-indazol-5-yl)ethyl)oxazol-2-yl)methyl)piperidine-1-carboxylate